FC(CC1=C(C=CC=C1F)NC(=S)C=1C(NCCC1O)=O)F N-[2-(2,2-difluoroethyl)-3-fluorophenyl]-4-hydroxy-2-oxo-1,2,5,6-tetrahydropyridine-3-thiocarboxamide